C1(CC1)[C@]1(C(N(C[C@H]1C)C=1C=2N(N=CC1)C=C(C2)C=2C=NN(C2)S(=O)(=O)C)=O)C#N (3R,4S)-3-cyclopropyl-4-methyl-1-[6-(1-methylsulfonylpyrazol-4-yl)pyrrolo[1,2-b]pyridazin-4-yl]-2-oxopyrrolidine-3-carbonitrile